1-(cyclopropylmethyl)-N-(1H-indol-3-yl)-2-oxo-2,3-dihydro-1H-thieno[2,3-b][1,4]thiazine-6-carboxamide C1(CC1)CN1C2=C(SCC1=O)SC(=C2)C(=O)NC2=CNC1=CC=CC=C21